N1=CC(=CC=C1)C1=NN=C(S1)CN1N=C(C=CC1=O)C=1C=NC(=NC1)OCC(F)(F)F 2-((5-(pyridin-3-yl)-1,3,4-thiadiazol-2-yl)methyl)-6-(2-(2,2,2-trifluoroethoxy)pyrimidin-5-yl)pyridazin-3(2H)-one